C(C=C)N1N(C2=NC(=NC=C2C1=O)SC)C1=NC(=CC=C1)C(C)(C)O 2-allyl-1-(6-(2-hydroxy-prop-2-yl)pyridin-2-yl)-6-(methylsulfanyl)-1H-pyrazolo[3,4-d]pyrimidin-3(2H)-one